Cl.COC1=C2CCC(CC2=CC=C1)NCCC 5-methoxy-N-propyl-1,2,3,4-tetrahydronaphthalen-2-amine hydrochloride